2-(3,5-bis(2-fluoro-4-(1,2,3,6-tetrahydropyridin-4-yl)phenyl)-4H-1,2,4-triazol-4-yl)ethanamine tristrifluoroacetic acid salt FC(C(=O)O)(F)F.FC(C(=O)O)(F)F.FC(C(=O)O)(F)F.FC1=C(C=CC(=C1)C=1CCNCC1)C1=NN=C(N1CCN)C1=C(C=C(C=C1)C=1CCNCC1)F